C(#N)C=1C(=NC=CC1)N1C(=C(C=2C1=NC=C(C2)C=2C(=NOC2C)C)C2=C(C=C(C(=O)O)C=C2)OC(F)(F)F)C 4-(1-(3-cyanopyridin-2-yl)-5-(3,5-dimethylisoxazol-4-yl)-2-methyl-1H-pyrrolo[2,3-b]pyridin-3-yl)-3-(trifluoromethoxy)benzoic acid